C[C@@H]1CN(C[C@@H](O1)C)C1=NN=C(C2=C(C=CC=C12)C)C1=C(C=C(C=C1)C(F)(F)F)O 2-(4-((cis)-2,6-dimethylmorpholinyl)-8-methylphthalazin-1-yl)-5-(trifluoromethyl)phenol